(R)-4-(tert-butyl(methyl)amino)-1-(5-methyl-4-((3-methyl-4-((6-methylpyridin-3-yl)oxy)phenyl)amino)-5,8-dihydropyrido[4',3':4,5]thieno[2,3-d]pyrimidin-7(6H)-yl)but-2-en-1-one C(C)(C)(C)N(CC=CC(=O)N1CC2=C(C3=C(N=CN=C3NC3=CC(=C(C=C3)OC=3C=NC(=CC3)C)C)S2)[C@H](C1)C)C